8-iodo-[1,2,4]triazolo[1,5-a]pyridine IC=1C=2N(C=CC1)N=CN2